(2S,4R)-tert-butyl 2-(((S)-1-(4-cyanophenyl)ethyl)carbamoyl)-4-(((4-nitrophenoxy)carbonyl)oxy)pyrrolidine-1-carboxylate C(#N)C1=CC=C(C=C1)[C@H](C)NC(=O)[C@H]1N(C[C@@H](C1)OC(=O)OC1=CC=C(C=C1)[N+](=O)[O-])C(=O)OC(C)(C)C